6-[4-(2-{6-azaspiro[2.5]oct-6-yl}-4-iodophenyl)-1H-1,2,3-triazol-1-yl]-8-(4,4-difluoropiperidin-1-yl)quinoline C1CC12CCN(CC2)C2=C(C=CC(=C2)I)C=2N=NN(C2)C=2C=C1C=CC=NC1=C(C2)N2CCC(CC2)(F)F